CCC(CC)C1=C(OC2=CC=NC=C2C(=O)O)C=CC=C1 4-(pentan-3-ylphenoxy)nicotinic acid